C1(CCCCC1)[C@@H]1[C@@H](C=2C=CC(=CC2CC1)O)C=1C=NC(=CC1)N1CCC(CC1)C(OC)OC (5S,6R)-6-cyclohexyl-5-(6-(4-(dimethoxymethyl)piperidin-1-yl)pyridin-3-yl)-5,6,7,8-tetrahydronaphthalen-2-ol